C(C1=CC=CC=C1)OCCCCCCCCNC=1C=CC(N(C1)CC(=O)OCC)=O ethyl 2-[5-(8-benzyloxyoctylamino)-2-oxo-1-pyridyl]acetate